ClC1=CC2=C(N=N1)N(C=C2)C 3-chloro-7-methyl-7H-pyrrolo[2,3-c]pyridazine